N-(diphenylmethylene)-3-[2-(Oxan-2-yl)ethoxy]phenylalanine methyl ester COC([C@@H](N=C(C1=CC=CC=C1)C1=CC=CC=C1)CC1=CC(=CC=C1)OCCC1OCCCC1)=O